FC1=C(C=CC(=C1)F)[C@H](C)NC(CN1C(NC2=CC=CC(=C2C1)F)=O)=O N-[(1S)-1-(2,4-Difluorophenyl)ethyl]-2-(5-fluoro-2-oxo-1,4-dihydroquinazolin-3-yl)acetamide